1,2-Diselenolane-3-pentanoic acid [Se]1[Se]C(CC1)CCCCC(=O)O